BrC1=C(C=CC=2N=C(SC21)CCCC)OC\C(\CNC(OC(C)(C)C)=O)=C\F tert-butyl (E)-(2-(((7-bromo-2-butylbenzo[d]thiazol-6-yl)oxy)methyl)-3-fluoroallyl)carbamate